BrC1=CC=C(C(C(=O)[O-])=C1)O.[Na+] sodium 5-bromosalicylate